C(N)(=O)C1=NN(C2=CC=C(C=C12)C(=O)N=[N+]=[N-])CC(=O)N(C1CC1)CC(=O)NCC1=C(C(=CC=C1)Cl)F 3-carbamoyl-1-(2-((2-(3-chloro-2-fluorophenylmethylamino)-2-oxoethyl)(cyclopropyl)amino)-2-oxoethyl)-1H-indazole-5-carbonyl azide